C(C)C=1C(NC=2C(=C(C=NC2C1)CN1CCC(=CC1)C=1C(=NC(=CC1)C(=O)NC)F)F)=C=O 1'-((7-ethyl-4-fluoro-6-carbonyl-5,6-dihydro-1,5-naphthyridin-3-yl)methyl)-2-fluoro-N-methyl-1',2',3',6'-tetrahydro-[3,4'-bipyridine]-6-carboxamide